ClC=1C=NC(=NC1)N1CCC(CC1)CCCCOC1=CC(=C(C=C1)CC(=O)N1CCN(CC1)C[C@@H]([C@H]([C@@H]([C@@H](CO)O)O)O)O)F 2-(4-(4-(1-(5-chloropyrimidin-2-yl)piperidin-4-yl)butoxy)-2-fluorophenyl)-1-(4-((2S,3R,4R,5R)-2,3,4,5,6-pentahydroxyhexyl)piperazin-1-yl)ethan-1-one